CC1=C(OC2=C1C=C(C=C2)S(N(CCC2=CC=CC=C2)CC2=CC1=CC=CC=C1C=C2)(=O)=O)C(=O)O 3-Methyl-5-(N-(naphthalen-2-ylmethyl)-N-phenethylsulfamoyl)benzofuran-2-carboxylic acid